COCC1=C(N2[C@@H]([C@@H](C2=O)NC(=O)/C(=N\\OC)/C3=CSC(=N3)N)SC1)C(=O)O The molecule is a third-generation cephalosporin antibiotic with methoxymethyl and (2Z)-2-(2-amino-1,3-thiazol-4-yl)-2-(methoxyimino)acetamino substituents at positions 3 and 7, respectively, of the cephem skeleton. Given by mouth as its proxetil ester prodrug, it is used to treat acute otitis media, pharyngitis, and sinusitis. It has a role as an antibacterial drug. It is a cephalosporin and a carboxylic acid.